N-prop-2-enyloxy-2H-pyrazole C(C=C)ON1NCC=C1